(2S,6R)-tert-butyl 4-((S)-11-(4-fluorophenyl)-3-morpholino-6-oxo-10-(trifluoromethyl)-2,3,4,6-tetrahydro-[1,4]thiazepino[2,3,4-ij]quinazolin-8-yl)-2,6-dimethylpiperazine-1-carboxylate FC1=CC=C(C=C1)C1=C(C=C2C(=NC(N3C2=C1SC[C@H](C3)N3CCOCC3)=O)N3C[C@@H](N([C@@H](C3)C)C(=O)OC(C)(C)C)C)C(F)(F)F